(E)-(3-azidobuta-1,3-dien-1-yl)benzene N(=[N+]=[N-])C(/C=C/C1=CC=CC=C1)=C